iodomesitylene diphenyl-propionate C1(=CC=CC=C1)C(C(=O)O)(C)C1=CC=CC=C1.IC1=C(C=C(C=C1C)C)C